C1(=CC=CC=C1)CCC=C 4-phenylbut-1-ene